ClC=1C=C(C(=C(CN2C[C@@H](N(CC2)C(=O)C2CCCC2)C)C1)C)NC=1SC2=C(N1)C=C(C=C2)F (S)-(4-(5-chloro-3-((5-fluorobenzo[d]thiazol-2-yl)amino)-2-methylbenzyl)-2-methylpiperazin-1-yl)(cyclopentyl)methanone